ClC1=CC=C(C=C1)C=1N=C2N(C=CC=C2)C1C=1C=NC(=CC1)C(=C)C1=CC=CC=C1 2-(4-Chlorophenyl)-3-(6-(1-phenylvinyl)pyridin-3-yl)imidazo[1,2-a]pyridin